2,2'-bipyridinium-5,5'-dicarbonitrile [NH+]1=C(C=CC(=C1)C#N)C1=[NH+]C=C(C=C1)C#N